COC1=C(C=CC(=C1)C2=C(C(=O)C3=C(C=C(C=C3O2)O)O)O)O 3'-Methoxyquercetin